2-oxo-1-phenyl-1,2-dihydropyridine-3-carboxylic acid O=C1N(C=CC=C1C(=O)O)C1=CC=CC=C1